IC1=C(C=NC(=C1)SCC1=CC=C(C=C1)OC)CN(C)CCOC N-((4-iodo-6-((4-methoxybenzyl)thio)pyridin-3-yl)methyl)-2-methoxy-N-methylethylamine